C1(CC1)C=1N=C2N(N=C(C=C2C2CC2)C=2C(NC(NC2)=O)=O)C1 5-(2,8-dicyclopropylimidazo[1,2-b]pyridazin-6-yl)-1H-pyrimidine-2,4-dione